CN1SC=CC1=O 2-methyl-4-isothiazoline-3-On